NC=1C2=C(N=CN1)N(C(=C2C2=NC=C(N=C2)OC2=CC=CC=C2)C#CC2CCN(CC2)C(C=C)=O)C(C)C 1-(4-((4-amino-7-isopropyl-5-(5-phenoxypyrazin-2-yl)-7H-pyrrolo[2,3-d]pyrimidin-6-yl)eth-ynyl)piperidin-1-yl)prop-2-en-1-one